3-amino-3-{[3-(cyclohexyloxy)-3-oxopropyl]carbamoyl}propanoic acid NC(CC(=O)O)C(NCCC(=O)OC1CCCCC1)=O